4-(2,2,2-trifluoroacetamido)-4-((2,2,2-trifluoroacetamido)methyl)piperidine-1-carboxylate FC(C(=O)NC1(CCN(CC1)C(=O)[O-])CNC(C(F)(F)F)=O)(F)F